FC(C[C@@H](C(=O)NC1=NC=CC(=C1)C1=C(C=2C(=NC=C(N2)F)N1)C1=NC=CC=C1)C1=CC=C(C=C1)F)F (2R)-4,4-Difluoro-2-(4-fluorophenyl)-N-{4-[2-fluoro-7-(pyridin-2-yl)-5H-pyrrolo[2,3-b]pyrazin-6-yl]pyridin-2-yl}butanamid